C1=CC=C2C(=C1)C(=CN2)CCNBr Bromotryptamine